C(C)(C)(C)N(C(=O)OCC1CCC(CC1)C1=CC=C(C=C1)F)[C@H]1CCOC2=CC(=CC=C12)C#C (4-(4-fluorophenyl)cyclohexyl)methanol (S)-tert-butyl-(7-ethynylchroman-4-yl)carbamate